C(C1=CC=CC=C1)S(=O)(=O)N1C[C@H]([C@](CC1)(O)C1=CC(=CC=C1)OC([2H])([2H])[2H])CN(C([2H])([2H])[2H])C (3R,4S)-1-(benzylsulfonyl)-4-(3-(methoxy-d3)phenyl)-3-((methyl(methyl-d3)amino)methyl)piperidin-4-ol